BrC=1C=CC(=C(C1)NCC1=CC=CC=C1)OC (5-Bromo-2-methoxyphenyl)benzylamine